ethoxy-2-(2-methoxyethoxy)ethane Tert-butyl-(E)-(4-(2,3-diphenyl-1-((2,4,6-trimethylphenyl)sulfonamido)allyl)benzyl)carbamate C(C)(C)(C)N(C(O)=O)CC1=CC=C(C=C1)C(\C(=C\C1=CC=CC=C1)\C1=CC=CC=C1)NS(=O)(=O)C1=C(C=C(C=C1C)C)C.C(C)OCCOCCOC